N-((7R)-2-cyano-2-azabicyclo[2.2.1]heptan-7-yl)-2'-phenoxy-[1,1'-biphenyl]-4-carboxamide C(#N)N1C2CCC(C1)[C@H]2NC(=O)C2=CC=C(C=C2)C2=C(C=CC=C2)OC2=CC=CC=C2